COC(=O)/C(=C/[C@H]1C([C@@H]1C(=O)OCC1=C(C(=C(C(=C1F)F)COC)F)Br)(C)C)/C 2-bromo-4-methoxymethyl-3,5,6-trifluorobenzyl (1R)-trans-3-[(E)-(2-methoxycarbonyl-1-propenyl)]-2,2-dimethylcyclopropanecarboxylate